OC1CCN(CC1)C1=NC=CC(=C1)C1=CC(=NC=C1)NC(C1=CC=C(C=C1)C(F)(F)F)=O N-(2'-(4-hydroxypiperidin-1-yl)-[4,4'-bipyridin]-2-yl)-4-(trifluoromethyl)benzamide